OC(CN1N=CC(=C1)C1=NC(=NC=C1C#N)SC)(C)C 4-(1-(2-hydroxy-2-methylpropyl)-1H-pyrazol-4-yl)-2-(methylthio)pyrimidine-5-carbonitrile